4-hydroxy-3-(trifluoromethyl)benzenesulfonyl chloride OC1=C(C=C(C=C1)S(=O)(=O)Cl)C(F)(F)F